C(C1=CC=CC=C1)OC=1C(C(=CN2N3C(C=C[C@@H](N(C(C21)=O)C3)C)(C)C)C(=O)NCC3=C(C=C(C=C3F)F)F)=O (1S,5S)-8-(benzyloxy)-2,2,5-trimethyl-7,9-dioxo-N-(2,4,6-trifluorobenzyl)-2,5,7,9-tetrahydro-1,6-methanopyrido[1,2-b][1,2,5]triazonine-10-carboxamide